3,4,6-tribromo-2,5-xylenol BrC1=C(C(=C(C(=C1Br)C)Br)O)C